tert-Butyl ((1R,4R)-4-(4-(2-(2-chlorophenyl)-3-cyclopropylimidazo[2,1-f][1,6]naphthyridin-9-yl)-1H-pyrazol-1-yl)cyclohexyl)carbamate ClC1=C(C=CC=C1)C=1N=C2C=3C=C(C=NC3C=CN2C1C1CC1)C=1C=NN(C1)C1CCC(CC1)NC(OC(C)(C)C)=O